C(C)(=O)OC1=C(C=CC(=C1)C(CC(C)(C)C)(C)C)C1C(OC2=C1C=C(C=C2)C(CC(C)(C)C)(C)C)=O 3-(2-acetoxy-4-(1,1,3,3-tetramethyl-butyl)-phenyl)-5-(1,1,3,3-tetramethyl-butyl)-benzofuran-2-one